NC[C@@H]1[C@@H]([C@@H]([C@H](C(O1)O)N1CCSCC1)O)O (3R,4R,5R,6R)-6-(Aminomethyl)-3-thiomorpholinotetrahydro-2H-pyran-2,4,5-triol